N4-(4-(5-((2-methylpyridin-4-yl)amino)-1H-benzo[d]imidazol-2-yl)phenyl)quinoline-4,6-diamine CC1=NC=CC(=C1)NC1=CC2=C(NC(=N2)C2=CC=C(C=C2)NC2=CC=NC3=CC=C(C=C23)N)C=C1